10'H-spiro[acridine-9,9'-anthracene]-10'-one C1=CC=CC=2C(C3=CC=CC=C3C3(C12)C1=CC=CC=C1NC=1C=CC=CC13)=O